ClC1=NC=CC(=N1)C1=NC=CC(=N1)C#CC=1C=C2C=NN(C2=CC1)C(=O)OC(C)(C)C tert-Butyl 5-((2'-chloro-[2,4'-bipyrimidin]-4-yl)ethynyl)-1H-indazole-1-carboxylate